C(C)(C)(C)OC(=O)N1[C@@H](CCC1)COC(=O)N1C=NC=C1.NCC(CN1N=NN(C1=O)C1=CC(=CC=C1)C1=CC=C(C=C1)N1CCNCC1)=C(F)F 1-[2-(aminomethyl)-3,3-difluoro-allyl]-4-[3-(4-piperazin-1-ylphenyl)phenyl]tetrazol-5-one (S)-(1-(tert-Butoxycarbonyl)pyrrolidin-2-yl)methyl-1H-imidazole-1-carboxylate